ClC=1C=C2C(=NC=NC2=CC1C1=C(C=C(C=C1)F)F)N1CCN(CC1)C(/C=C/C(=O)OCC)=O (E)-ethyl 4-(4-(6-chloro-7-(2,4-difluoro-phenyl) quinazolin-4-yl)piperazin-1-yl)-4-oxobut-2-enoate